C(OC(C)(C)CC)(=O)OOCC(CCCC)CC t-amyl O-(2-ethylhexyl) monoperoxycarbonate